OC[C@H](C)N1CCS(CC1)(=O)=O (S)-4-(1-hydroxy-propan-2-yl)thiomorpholine 1,1-dioxide